1-cyclopentyl-4-((6-phenylpyridin-3-yl)methyl)piperazine-2,3-dione C1(CCCC1)N1C(C(N(CC1)CC=1C=NC(=CC1)C1=CC=CC=C1)=O)=O